C1(CC1)[C@H]1C[C@H](N(CC1)CC1=C2C=CN(C2=C(C=C1\C=C\OCC)C)C(=O)OC(C)(C)C)C1=CC=C(C=C1)C(=O)OC Tert-butyl 4-(((2S,4R)-4-cyclopropyl-2-(4-(methoxycarbonyl)phenyl) piperidin-1-yl)methyl)-5-((E)-2-ethoxyvinyl)-7-methyl-1H-indole-1-carboxylate